(4aR,8aS)-6-[3-[[2-Fluoro-6-(trifluoromethyl)phenyl]methoxymethyl]azetidine-1-carbonyl]-4,4a,5,7,8,8a-hexahydropyrido[4,3-b][1,4]oxazin-3-one FC1=C(C(=CC=C1)C(F)(F)F)COCC1CN(C1)C(=O)N1C[C@@H]2[C@@H](OCC(N2)=O)CC1